[Au].C(C)(=O)N[C@@H](CCC(=O)O)C(=O)O N-acetyl-L-glutamic acid gold